C1(=CC=CC=C1)[C@@H](NCC(C)C=1C=NC(=CC1)C(F)(F)F)[C@H]1CNC2=C(N1)N=CC=C2 N-[(R)-phenyl-[(3R)-1,2,3,4-tetrahydropyrido[2,3-b]pyrazin-3-yl]methyl]-2-[6-(trifluoromethyl)-3-pyridyl]propan-1-amine